4-((2,6-difluorobenzyl)amino)-2-((1-(2-methoxyethyl)-1H-pyrazol-4-yl)amino)pyrimidin-5-carboxamide FC1=C(CNC2=NC(=NC=C2C(=O)N)NC=2C=NN(C2)CCOC)C(=CC=C1)F